2-[3-benzyl-5-(6-methyl-2-pyridyl)triazol-4-yl]-7-[3-(trifluoromethyl)-1H-pyrazol-4-yl]-1,5-naphthyridine C(C1=CC=CC=C1)N1N=NC(=C1C1=NC2=CC(=CN=C2C=C1)C=1C(=NNC1)C(F)(F)F)C1=NC(=CC=C1)C